N=1C=NN2C1C=C(C=C2)OC2=C(C=C(C=C2)NC=2C1=C(N=CN2)C=NC(=C1)OC1CC2CCC(C1)N2C(C=C)=O)C 1-(endo-3-((4-((4-([1,2,4]Triazolo[1,5-a]pyridin-7-yloxy)-3-methylphenyl)amino)pyrido[3,4-d]pyrimidin-6-yl)oxy)-8-azabicyclo[3.2.1]octan-8-yl)prop-2-en-1-one